C(CCCCCCCCCCC)SSC1=NC=CC=C1 2-(dodecyldisulfaneyl)pyridine